(S)-4-(allyl(2-amino-6-fluorophenyl)amino)-2-((tert-butoxycarbonyl)amino)butanoic acid C(C=C)N(CC[C@@H](C(=O)O)NC(=O)OC(C)(C)C)C1=C(C=CC=C1F)N